N-(4-(pyridin-4-ylamino)phenyl)picolinamide tert-butyl-2-((3-(1-(3-chlorophenyl)cyclopropyl)-1,2,4-oxadiazol-5-yl)methyl)acrylate C(C)(C)(C)OC(C(=C)CC1=NC(=NO1)C1(CC1)C1=CC(=CC=C1)Cl)=O.N1=CC=C(C=C1)NC1=CC=C(C=C1)NC(C1=NC=CC=C1)=O